ClC=1C=CC(=C(C1)C1=NN(C=C1NC(=O)C=1C=NN2C1N=CC=C2)CC(=O)NC2COC2)OC N-(3-(5-chloro-2-methoxyphenyl)-1-(2-(oxetan-3-ylamino)-2-oxoethyl)-1H-pyrazol-4-yl)pyrazolo[1,5-a]pyrimidine-3-carboxamide